O=C1N(N=C(C2=C1SC(=C2)NCC(F)(F)F)C(C)C)CC(=O)NC2=NC=CC=N2 [7-Oxo-4-(propan-2-yl)-2-[(2,2,2-trifluoroethyl)amino]-6H,7H-thieno[2,3-d]pyridazin-6-yl]-N-(pyrimidin-2-yl)acetamide